bis((1-methyl-imidazol-4-yl)methyl)amine CN1C=NC(=C1)CNCC=1N=CN(C1)C